ClC1=CC=C(C=C1)NC(=O)C=1N=C(OC1)C1C(C2CCC1O2)CC=CCCC(=O)O 6-[3-[4-[[(4-chlorophenyl)-amino]carbonyl]-2-oxazolyl]-7-oxabicyclo[2.2.1]hept-2-yl]-4-hexenoic acid